FC=1C=C(C=CC1OC(F)(F)F)[C@H](C(=O)N1CCN(CC1)C=1C2=C(N=CN1)[C@@H](C[C@H]2C)O)CN2CCN(CC2)C(C)C (S)-2-(3-fluoro-4-(trifluoromethoxy)phenyl)-1-(4-((5R,7R)-7-hydroxy-5-methyl-6,7-dihydro-5H-cyclopenta[d]pyrimidin-4-yl)piperazin-1-yl)-3-(4-isopropylpiperazin-1-yl)propan-1-one